(R)-(1-(3-(1,1-difluoro-2-(methoxy(methyl)amino)-2-oxoethyl)-2-fluorophenyl)-ethyl)carbamic acid tert-butyl ester C(C)(C)(C)OC(N[C@H](C)C1=C(C(=CC=C1)C(C(=O)N(C)OC)(F)F)F)=O